trans-2-hexanal diethyl acetal C(C)OC(C)(CCCC)OCC